COC1(CC1)C=1C=NN(C1)C1=CC=C(C=N1)S(=O)(=O)NC=1C=CC=C2C=NN(C12)C 6-[4-(1-methoxycyclopropyl)pyrazol-1-yl]-N-(1-methylindazol-7-yl)pyridine-3-sulfonamide